C(C)(=O)C1=C(NC2=C(C=CC(=C2C1=O)Cl)Br)S(=O)CC=1OC(=CC1)C(F)(F)F 3-acetyl-8-bromo-5-chloro-2-(((5-(trifluoromethyl)furan-2-yl)methyl)sulfinyl)quinolin-4(1H)-one